tetradecyl 2-(2-oxopiperidin-1-yl)acetate O=C1N(CCCC1)CC(=O)OCCCCCCCCCCCCCC